C(CCC)SC1=C(C=C(C(=C1)OC)\C=C(/CC)\[N+](=O)[O-])OC (E)-butyl-(2,5-dimethoxy-4-(2-nitrobut-1-en-1-yl)phenyl)sulfane